C(=C)C=1C=C(C=C(C1C=CCCCCCCCCCC)C=C)S(=O)(=O)O 3,5-divinyl-4-dodecenylbenzenesulfonic acid